2-chloro-4-methoxyquinoline-3-carboxamide ClC1=NC2=CC=CC=C2C(=C1C(=O)N)OC